[5,7-difluoro-2-(4-fluorophenyl)-1H-indol-3-yl]-2,2-difluoro-N-[(3S,4R)-4-hydroxy-2-oxo-pyrrolidin-3-yl]propionamide FC=1C=C2C(=C(NC2=C(C1)F)C1=CC=C(C=C1)F)CC(C(=O)N[C@@H]1C(NC[C@H]1O)=O)(F)F